NC1=CC(=C(OC2=C3C(=NC=C2)N(C=C3C=3C=CC(=C(C#N)C3)OC(C)C)COCC[Si](C)(C)C)C=C1)C(F)(F)F 5-(4-[4-amino-2-(trifluoromethyl)phenoxy]-1-{[2-(trimethylsilyl)ethoxy]methyl}-1H-pyrrolo[2,3-b]pyridin-3-yl)-2-[(propan-2-yl)oxy]benzonitrile